N1C=C(C2=CC=CC=C12)CC(CCCC)C1=C(N=C2N1CCN(C2)CCC2CCOCC2)C(=O)N (1-(1H-indol-3-yl)hexane-2-yl)-7-(2-(tetrahydro-2H-pyran-4-yl)ethyl)-5,6,7,8-tetrahydroimidazo[1,2-a]pyrazine-2-carboxamide